C(C)C1=C2C(=CC(=CC2=CC=C1F)O)C1=C(C=2N=C(N=C(C2C=N1)N1C[C@@H](C[C@H](C1)OC)F)OC[C@]12CCCN2C[C@@H](C1)F)F 5-Ethyl-6-fluoro-4-(8-fluoro-4-((3r,5r)-3-fluoro-5-methoxypiperidin-1-yl)-2-(((2r,7as)-2-fluorohexahydro-1H-pyrrolizin-7a-yl)methoxy)pyrido[4,3-d]pyrimidin-7-yl)naphthalen-2-ol